ClC1=CC(=C(C=C1)C1CC(NC1CC(C)(C)C)C(=O)N)F 4-(4-chloro-2-fluorophenyl)-5-neopentylpyrrolidine-2-carboxamide